[(3R,4S,5S)-2-Acetoxy-4-hydroxy-5-(hydroxymethyl)-5-[2-[2-(2-triiso-propylsilyloxyethoxy)ethoxy]ethoxymethyl]tetrahydrofuran-3-yl] acetate C(C)(=O)O[C@H]1C(O[C@]([C@H]1O)(COCCOCCOCCO[Si](C(C)C)(C(C)C)C(C)C)CO)OC(C)=O